C(CC)OP1(OCCO1)=O 2-propoxy-2-oxo-1,3,2-dioxaphospholane